C(CC)(=O)OC[C@H]1O[C@H]([C@]([C@@H]1O)(C)F)N1C2=NC(=NC(=C2N=C1)NC)NC(CC1CCCCC1)=O ((2R,3R,4R,5R)-5-(2-(2-cyclohexylacetamido)-6-(methylamino)-9H-purin-9-yl)-4-fluoro-3-hydroxy-4-methyltetrahydrofuran-2-yl)methyl propionate